FC=1C=C(C=CC1OC)C1=NC2=C(N1)C=C(C=C2C)C=2CCN(CC2)C(=O)OC(C)(C)C tert-butyl 4-(2-(3-fluoro-4-methoxyphenyl)-4-methyl-1H-benzo[d]imidazol-6-yl)-3,6-dihydropyridine-1(2H)-carboxylate